6-(2,3-dichlorophenyl)-5-methyl-3-(tosyloxy)pyrazine-2-carboxylic acid ethyl ester C(C)OC(=O)C1=NC(=C(N=C1OS(=O)(=O)C1=CC=C(C)C=C1)C)C1=C(C(=CC=C1)Cl)Cl